CN(C1=C(C=NC=C1)C#N)C 4-(dimethylamino)pyridine-3-carbonitrile